(1S,2S)-N-[[2-(6-chloro-2-pyridyl)oxetan-2-yl]methyl]-2-phenyl-cyclopropanecarboxamide ClC1=CC=CC(=N1)C1(OCC1)CNC(=O)[C@@H]1[C@H](C1)C1=CC=CC=C1